mono-propyl malonate C(CC(=O)[O-])(=O)OCCC